C(C)(C)(C)OC(N(C)CCC1=CC(=C(C=C1)O)F)=O N-[2-(3-fluoro-4-hydroxyphenyl)ethyl]-N-methylcarbamic acid tert-butyl ester